OC[C@@H]1[C@@H]([C@@H]([C@H](C(O1)O)I)O)O (3R,4S,5R,6R)-6-(hydroxymethyl)-3-iodotetrahydro-2H-pyran-2,4,5-triol